N-Methyl-N-(2-((4aS,5aR)-5a-methyl-1,4,4a,5,5a,6-hexahydrocyclopropa[f]indazol-3-yl)-1H-imidazo[4,5-b]pyridin-6-yl)-2-(N-methylacetamido)acetamide CN(C(CN(C(C)=O)C)=O)C=1C=C2C(=NC1)N=C(N2)C2=NNC=1C[C@@]3([C@H](CC21)C3)C